(3S*,4S*)-N-hexyl-4-octylpyrrolidine-3-carboxamide TFA Salt OC(=O)C(F)(F)F.C(CCCCC)NC(=O)[C@@H]1CNC[C@H]1CCCCCCCC |o1:16,20|